tert-Butyl 4-[(3R)-3-[[(benzyloxy)carbonyl]amino]-3,4-dihydro-2H-1-benzopyran-7-yl]-4-fluoropiperidine-1-carboxylate C(C1=CC=CC=C1)OC(=O)N[C@H]1COC2=C(C1)C=CC(=C2)C2(CCN(CC2)C(=O)OC(C)(C)C)F